ClC1=CC(=NC(=C1C1C(NC(CC1)=O)=O)C)C=O 4-chloro-5-(2,6-dioxopiperidin-3-yl)-6-methylpicolinaldehyde